[PH2](=O)O.C(CC1=CC=CC=C1)N phenethylamine hypophosphite